CN1N=C(C(=C1)C1=CC=NC=C1)C1=CC=C(OCC2=NC3=CC=CC=C3N=C2N2CCNCC2)C=C1 2-[[4-[1-methyl-4-(4-pyridinyl)pyrazol-3-yl]phenoxy]methyl]-3-piperazin-1-yl-quinoxaline